C(=O)(OC(C)(C)C)N1C[C@@H](CCC1)C(=O)O (R)-1-Boc-piperidine-3-carboxylic acid